F[C@H]1CN(CC[C@H]1NC=1C=2N(C=CC1)C(=C(N2)C#CCNC2=C(C=C(C(=O)NC)C=C2)OC)SC(F)(F)F)C 4-[3-[8-[[(3S,4R)-3-fluoro-1-methyl-4-piperidyl]amino]-3-(trifluoromethylsulfanyl)imidazo[1,2-a]pyridin-2-yl]prop-2-ynylamino]-3-methoxy-N-methyl-benzamide